FC1=C(C=C(C(=C1O)F)C(F)(F)F)C1=NN(C2=NC(=NC=C21)N2CCC(CC2)C(=O)N)C 1-(3-(2,4-Difluoro-3-hydroxy-5-(trifluoromethyl)phenyl)-1-methyl-1H-pyrazolo[3,4-d]pyrimidin-6-yl)piperidine-4-carboxamide